ClC=1C=C(C=CC1)C(CS(=O)(=O)C)N 1-(3-chlorophenyl)-2-methanesulfonylethanamine